[C@H]12CN(C[C@H](CC1)N2)C=2C1=C(N=C(N2)OC[C@H]2N(C[C@H](C2)F)C)C(=C(N=C1C#C)C1=CC(=CC2=CC=C(C(=C12)C#C)F)O)F 4-(4-((1R,5S)-3,8-diazabicyclo[3.2.1]oct-3-yl)-5-ethynyl-8-fluoro-2-(((2S,4S)-4-fluoro-1-methylpyrrolidin-2-yl)methoxy)pyrido[4,3-d]pyrimidin-7-yl)-5-ethynyl-6-fluoronaphthalen-2-ol